FC=1C=CC2=C(NC(=NS2(=O)=O)NCC=2C=CC=3N(C2)C=CN3)C1C(C)C1=C(C=CC=C1)F 6-fluoro-5-(1-(2-fluorophenyl)ethyl)-3-((imidazo[1,2-a]pyridin-6-ylmethyl)amino)-4H-benzo[e][1,2,4]thiadiazine 1,1-dioxide